1-(2-[[2-(2,6-dioxopiperidin-3-yl)-1,3-dioxoisoindol-5-yl]oxy]ethyl)piperidine-4-carboxylic acid O=C1NC(CCC1N1C(C2=CC=C(C=C2C1=O)OCCN1CCC(CC1)C(=O)O)=O)=O